C(CCCC)N1N=CC(=C1)NC1=NC=C(C=N1)C#CC=1C=C(C(=O)N)C=CC1 3-((2-((1-pentyl-1H-pyrazol-4-yl)amino)pyrimidin-5-yl)ethynyl)benzamide